4-(4-(1,1-Dioxo-4-oxo-1,2,5-thiadiazolidin-2-yl)-3-fluoro-5-hydroxyphenyl)-N-isopentyl-1-methyl-1H-imidazole-2-carboxamide O=S1(N(CC(N1)=O)C1=C(C=C(C=C1O)C=1N=C(N(C1)C)C(=O)NCCC(C)C)F)=O